Benzoazole N1C=CC2=C1C=CC=C2